5-[[4-(3-chloropropionylamino)-3-fluoro-phenyl]sulfonyl-[(4-methoxyphenyl)methyl]amino]thiazole-4-carboxylic acid ClCCC(=O)NC1=C(C=C(C=C1)S(=O)(=O)N(C1=C(N=CS1)C(=O)O)CC1=CC=C(C=C1)OC)F